C(C)(C)(C)OC(=O)N1[C@@H](CC(C1)(F)F)[C@@H]1N(S(OC1)(=O)=O)C(=O)OC(C)(C)C tert-butyl (S)-4-((S)-1-(tert-butoxycarbonyl)-4,4-difluoropyrrolidin-2-yl)-1,2,3-oxathiazolidine-3-carboxylate 2,2-dioxide